C(C)(C)(C)OC(=O)N1C(C2=C(C=C(C=C2C1=O)Br)\C=C\OCC)(C)C (E)-5-bromo-7-(2-ethoxyvinyl)-1,1-dimethyl-3-oxoisoindoline-2-carboxylic acid tert-butyl ester